ClC1=C(C=CC=C1)S(=O)(=O)C1=CCOC1(C1=CC=CC=C1)C 4-((2-chlorophenyl)sulfonyl)-5-methyl-5-phenyl-furan